FC1=C(C(=CC(=C1)C(NC)=O)F)C=1OC=CC1 2-(2,6-difluoro-4-(methylcarbamoyl)phenyl)furan